NC1(CC1)CN1C=C(C2=CC=C(C=C12)C=1C=NNC1Cl)C(=O)C1COC2=CC=C(C=C2C1)OC (1-((1-Aminocyclopropyl)methyl)-6-(5-chloro-1H-pyrazol-4-yl)-1H-indol-3-yl)(6-methoxychroman-3-yl)methanone